C(C)(=O)O[C@H](COC1=CC=C(C=C1)C(C)(C)C1=CC(=C(C(=C1)Cl)OC[C@@H](CS(=O)(=O)CC)OC(C)=O)Cl)CCl (R)-1-(4-(2-(4-((S)-2-acetoxy-3-(ethylsulfonyl)propoxy)-3,5-dichlorophenyl)propan-2-yl)phenoxy)-3-chloropropan-2-yl acetate